C(C)(=O)[C@](O)(C[N+](C)(C)C)CC([O-])=O acetyll-carnitine